C12CCCC(CC1)N2C2=C1C(=NC(=N2)Cl)N(N=C1)[C@@H]1O[C@@H](C([C@H]1O)=C)CO (2R,3R,5S)-2-(4-(8-azabicyclo[3.2.1]oct-8-yl)-6-chloro-1H-pyrazolo[3,4-d]pyrimidin-1-yl)-5-(hydroxymethyl)-4-methylenetetrahydrofuran-3-ol